C(C1=CC=CC=C1)OC1=NC(=CC=C1C1=CC=C(OCCCCN(C(OC(C)(C)C)=O)C)C=C1)OCC1=CC=CC=C1 tert-butyl (4-(4-(2,6-bis(benzyloxy)pyridin-3-yl)phenoxy)butyl)(methyl)carbamate